5-fluoro-6-[(3S)-3-methylmorpholin-4-yl]pyridine-3-carbaldehyde FC=1C=C(C=NC1N1[C@H](COCC1)C)C=O